acryloyloxypropyl-dimethyl-monohexyloxysilane C(C=C)(=O)OCCC[Si](OCCCCCC)(C)C